Cl.O=C1NC(CCC1NC1=CC(=C(C=C1)N1CCC(CCC1)(O)CC(=O)O)F)=O 2-[1-[4-[[2,6-dioxo-3-piperidinyl]amino]-2-fluoro-phenyl]-4-hydroxy-azepan-4-yl]acetic acid hydrochloride